C1(=CC=CC=C1)C(CC(=O)C1=CC=C(C=C1)C(C)C)=O 1-phenyl-3-(4'-isopropylphenyl)-1,3-propanedione